BrC=1C(=C(C=C(C1)Cl)[C@H]1CN(C[C@@H](N1)C)C(=O)OC(C)(C)C)F tertbutyl (3S,5S)-3-(3-bromo-5-chloro-2-fluoro-phenyl)-5-methylpiperazine-1-carboxylate